N-(benzyloxycarbonyloxy)succinimide C1CC(=O)N(C1=O)OC(=O)OCC2=CC=CC=C2